C12CN(CC(CC1)O2)C(C)=NC=2C=NN(C2C(=O)OC)C Methyl 4-((1-(8-oxa-3-azabicyclo[3.2.1]octan-3-yl)ethylidene)amino)-1-methyl-1H-pyrazole-5-carboxylate